9H-Fluoren-9-ylmethyl N-[(3S,5S)-5-[[(1R)-tetralin-1-yl]carbamoyl]pyrrolidin-3-yl]carbamate hydrochloride Cl.[C@H]1(CCCC2=CC=CC=C12)NC(=O)[C@@H]1C[C@@H](CN1)NC(OCC1C2=CC=CC=C2C=2C=CC=CC12)=O